C(C)OC1=NC=CC=C1C1=CN=C(C(=N1)C(=O)O)N1[C@@H](CNCC1)CC 6-(2-ethoxypyridin-3-yl)-3-[(2R)-2-ethylpiperazin-1-yl]pyrazine-2-carboxylic acid